ClC1=CC=C(C=C1)CCN1CCC(CC1)C=1N=NN(C1)C1=CC=C(C=C1)Cl 1-[2-(4-Chloro-phenyl)-ethyl]-4-[1-(4-chloro-phenyl)-1H-[1,2,3]triazol-4-yl]-piperidine